4-[[5-(4-chloro-2-fluoro-phenoxy)-4-methyl-3-pyridyl]methyl]-3-methoxy-N-(methylsulfamoyl)pyridin-2-amine ClC1=CC(=C(OC=2C(=C(C=NC2)CC2=C(C(=NC=C2)NS(NC)(=O)=O)OC)C)C=C1)F